(3-([1,2,4]triazolo[1,5-a]pyridin-6-yl)phenyl)methan-d-ol N=1C=NN2C1C=CC(=C2)C=2C=C(C=CC2)C(O)[2H]